C(C)(C)(C)OC(=O)N(CC1CCC1)CC=1NC2=CC(=CC=C2C1)C(=O)OC methyl 2-(((tert-butoxycarbonyl) (cyclobutylmethyl) amino) methyl)-1H-indole-6-carboxylate